FC(OC1=CC=C(C=C1)S(=O)(=O)N[C@@H]1CN(CC1)C1=CC(=CC=C1)OC(F)(F)F)(F)F (S)-4-(trifluoromethoxy)-N-(1-(3-(trifluoromethoxy)phenyl)pyrrolidin-3-yl)benzenesulfonamide